[Na].NCP(OC)(OC)=O amino-trimethyl-phosphonic acid sodium salt